ClC1=CC=C(C=C1)C=1N=C2N(C=CC=C2)C1CN1CCN(CC1)C(=O)C1=NC(=CC=C1F)OC (4-{[2-(4-Chlorophenyl)imidazo[1,2-a]pyridin-3-yl]methyl}piperazin-1-yl)(3-fluoro-6-methoxypyridin-2-yl)methanone